tert-Butyl 4-hydroxy-6-oxo-5-(phenylcarbamothioyl)-3,6-dihydropyridine-1(2H)-carboxylate OC=1CCN(C(C1C(NC1=CC=CC=C1)=S)=O)C(=O)OC(C)(C)C